OC1=CC=C2C(C(COC2=C1)C1=CC=CC=C1)C1=CC=C(C=C1)N1CCC(CC1)N(C)CC1=C(C=CC=C1)C1C(NC(CC1)=O)=O 3-(2-(((1-(4-(7-hydroxy-3-phenylchroman-4-yl)phenyl)piperidin-4-yl)(methyl)amino)methyl)phenyl)piperidine-2,6-dione